N(=N[SiH3])[SiH3] azo-silane